ClC=1C(=NC=NC1OC1=CC=C(C=C1)O)NC(C1=CC(=C(C=C1)OC)OC)=O N-(5-chloro-6-(4-hydroxyphenoxy)pyrimidin-4-yl)-3,4-dimethoxybenzamide